CNC(=O)C1=CC=C(O1)CCC(=O)[O-] 3-[5-(methylcarbamoyl) furan-2-yl]propanoate